N,N-dimethylammonium bromid [Br-].C[NH2+]C